2'-methoxyuridine-3'-phosphorothioate P(O)(O)(=S)O[C@H]1[C@]([C@@H](O[C@@H]1CO)N1C(=O)NC(=O)C=C1)(O)OC